2,7-dimethyl-9-phenylacridine CC1=CC2=C(C3=CC(=CC=C3N=C2C=C1)C)C1=CC=CC=C1